ClC=1C=CC(=C(C1)C1=CC(=NC=C1C(=O)NC=1SC=2C(=NC=C(N2)C2CC2)N1)CC#N)OC 4-(5-chloro-2-methoxyphenyl)-6-(cyanomethyl)-N-(6-cyclopropylthiazolo[4,5-b]pyrazin-2-yl)nicotinamide